4-((4-(3-(((R)-2,6-dioxopiperidin-3-yl)amino)phenyl)piperazin-1-yl)methyl)piperidine O=C1NC(CC[C@H]1NC=1C=C(C=CC1)N1CCN(CC1)CC1CCNCC1)=O